3-[[4-[[4-[[2-(6-methyl-2-pyridyl)pyrimidin-4-yl]amino]pyrimidin-2-yl]amino]anilino]methyl]azetidin-3-ol CC1=CC=CC(=N1)C1=NC=CC(=N1)NC1=NC(=NC=C1)NC1=CC=C(NCC2(CNC2)O)C=C1